Tert-butyl ((1r,4r)-4-{4-[(Z)-(2,4-dioxothiazolidin-5-ylidene)methyl]phenoxy} cyclohexyl)carbamate O=C1S\C(\C(N1)=O)=C/C1=CC=C(OC2CCC(CC2)NC(OC(C)(C)C)=O)C=C1